(6-(4-((4-(1H-pyrazol-4-yl)phenyl)amino)pyrimidin-2-yl)-1H-indol-2-yl)(3,3-difluoropyrrolidin-1-yl)methanone N1N=CC(=C1)C1=CC=C(C=C1)NC1=NC(=NC=C1)C1=CC=C2C=C(NC2=C1)C(=O)N1CC(CC1)(F)F